tert-butyl 4-(4-(ethoxycarbonyl)phenyl)-3-oxopiperazine-1-carboxylate C(C)OC(=O)C1=CC=C(C=C1)N1C(CN(CC1)C(=O)OC(C)(C)C)=O